trans-tert-butyl 4-(((benzyloxy)carbonyl)amino)cyclohexane-1-carboxylate C(C1=CC=CC=C1)OC(=O)N[C@@H]1CC[C@H](CC1)C(=O)OC(C)(C)C